6-bromo-7-[[(3R,5R)-1-methyl-5-[4-(4-piperidylmethoxy)phenyl]-3-piperidyl]amino]thiazolo[3,2-a]pyrimidin-5-one BrC1=C(N=C2N(C1=O)C=CS2)N[C@H]2CN(C[C@H](C2)C2=CC=C(C=C2)OCC2CCNCC2)C